C(C)(C)(C)N(C(CN1C(C2=CC=C(C=C2C1=O)C1=NC(=NC=C1Cl)NC1CCOCC1)CO)=O)C N-tert-butyl-2-(5-{5-chloro-2-[(oxan-4-yl)amino]pyrimidin-4-yl}-1-(hydroxymethyl)-3-oxo-2,3-dihydro-1H-isoindol-2-yl)-N-methylacetamide